trans-4-(methylamino)cyclohexane CNC1CCCCC1